N-(1-cyano-2-(2-oxo-1,2-dihydropyridin-3-yl)ethyl)-2-(4-methoxy-1H-indole-2-carbonyl)-2-azaspiro[4.4]nonane-3-carboxamide C(#N)C(CC=1C(NC=CC1)=O)NC(=O)C1N(CC2(C1)CCCC2)C(=O)C=2NC1=CC=CC(=C1C2)OC